8-Bromo-5-chloro-2-methylimidazo[1,2-b]pyridazine BrC1=C2N(N(C=C1)Cl)CC(=N2)C